(2-chloro-7-cyclopentyl-7H-pyrrolo[2,3-d]pyrimidine-6-yl)-methanol ClC=1N=CC2=C(N1)N(C(=C2)CO)C2CCCC2